7-{[(3R)-3-methyl-3,4-dihydroisoquinoline-2(1H)-yl]carbonyl}-3,4-dihydroisoquinoline-2(1H)-carboxylic acid phenyl ester C1(=CC=CC=C1)OC(=O)N1CC2=CC(=CC=C2CC1)C(=O)N1CC2=CC=CC=C2C[C@H]1C